C(C)(C)(C)OC([C@@H](COC1=CC=C(C=C1)C=1C=NN(C1)CCCNC(=O)OC(C)(C)C)O)=O (R)-3-(4-(1-(3-((tert-butoxycarbonyl)amino)propyl)-1H-pyrazol-4-yl)phenoxy)-2-hydroxypropionic acid tert-butyl ester